Monohydroxycarbon O[C]